CC1NCC(CC1N=S(=O)(C)C)C ((2,5-dimethylpiperidin-3-yl)imino)dimethyl-lambda6-Sulfanone